1-[4-(3-{5-[(R)-(1-Cyclopropyl-3-methyl-azetidin-3-yl)-hydroxy-(4-isopropyl-phenyl)-methyl]-pyridin-3-yl}-[1,2,4]oxadiazol-5-yl)-piperidin-1-yl]-ethanone C1(CC1)N1CC(C1)(C)[C@@](C=1C=C(C=NC1)C1=NOC(=N1)C1CCN(CC1)C(C)=O)(C1=CC=C(C=C1)C(C)C)O